4,4-dinitrostilbene-disulfonic acid [N+](=O)([O-])C1(C(C(=C(C=C1)C=CC1=CC=CC=C1)S(=O)(=O)O)S(=O)(=O)O)[N+](=O)[O-]